4-(1-((2,2-difluorocyclobutyl)methyl)-4-methyl-3-(perfluoroethyl)-1H-pyrazole-5-carboxamido)picolinamide FC1(C(CC1)CN1N=C(C(=C1C(=O)NC1=CC(=NC=C1)C(=O)N)C)C(C(F)(F)F)(F)F)F